C(C)(C)(C)N=P1(N(CCCN1C)C)N(CC)CC 2-tert-butylimino-N,N-diethyl-1,3-dimethyl-1,3,2λ5-diazaphosphinan-2-amine